C(C1=CC=CC=C1)N1CC(C=C2C3=C4C(C[C@@H]12)=CNC4=CC=C3)C(=O)O (6aR)-7-benzyl-4,6,6a,7,8,9-hexahydroindolo[4,3-fg]quinoline-9-carboxylic acid